OCC([C@H]1CC[C@H]2[C@@H]3CCC4=CCC=C[C@]4(C)[C@H]3CC[C@]12C)C 21-hydroxy-20-methyl-pregna-1,4-diene